BrC=1C=C(C=2N(C1)N=CC2C#C)OC 6-bromo-3-ethynyl-4-methoxypyrazolo[1,5-a]pyridine